ClC1=CC2=C(N(C(C(N2C)=O)=O)C2CCN(CC2)C(=O)C=2C=NN(C2C(F)(F)F)C2=NC=C(C=C2)Cl)N=C1 7-chloro-4-(1-(1-(5-chloropyridin-2-yl)-5-(trifluoromethyl)-1H-pyrazole-4-carbonyl)piperidin-4-yl)-1-methyl-1,4-dihydropyrido[2,3-b]pyrazine-2,3-dione